6-chloro-5-methoxy-2-(5-(methoxymethyl)-4H-1,2,4-triazol-3-yl)-1-methyl-3-(1H-pyrazol-4-yl)-1H-pyrrolo[3,2-b]pyridine ClC=1C=C2C(=NC1OC)C(=C(N2C)C2=NN=C(N2)COC)C=2C=NNC2